N[C@H]1[C@H](O)O[C@@H]([C@H]([C@@H]1O[C@H](C)C(=O)O)O)CO 2-Amino-3-O-[(R)-1-Carboxyethyl]-2-Desoxy-β-D-glucopyranose